FC(OC=1C(=NC(=NC1)C)NC1=NNC2=CC(=CC=C12)[C@@H]1C[C@@]12C(NC1=CC=C(C=C21)F)=O)F (1R,2S)-2-(3-{[5-(difluoromethoxy)-2-methylpyrimidin-4-yl]amino}-1H-indazol-6-yl)-5'-fluorospiro[cyclopropane-1,3'-indol]-2'(1'H)-one